OCCC(C(N)N)(C)CCO bis(2-hydroxyethyl)-propanediamine